((6-fluoro-2-methyl-1,2,3,4-tetrahydroisoquinolin-7-yl)amino)-5-((2-(tetrahydrofuran-2-yl)phenyl)amino)-1,2,4-triazine-6-carboxamide FC=1C=C2CCN(CC2=CC1NC=1N=NC(=C(N1)NC1=C(C=CC=C1)C1OCCC1)C(=O)N)C